N-(1-benzyl-1H-pyrazole-3-yl)acetamide C(C1=CC=CC=C1)N1N=C(C=C1)NC(C)=O